(R)-N-((7R,10R)-6,9-dioxo-13,13,13-triphenyl-7-(tritylthiomethyl)-12-thia-2,5,8-triazatridecan-10-yl)-3-mercapto-2-(2-(methylamino)ethylamino)propionamide O=C(NCCNC)[C@@H](NC([C@H](CSC(C1=CC=CC=C1)(C1=CC=CC=C1)C1=CC=CC=C1)NC([C@H](CS)NCCNC)=O)=O)CSC(C1=CC=CC=C1)(C1=CC=CC=C1)C1=CC=CC=C1